C(=CC)[Si](CCC)(C=CC)C=CC tripropenyl-propyl-silane